O[C@@H]1[C@H](O[C@H]([C@@H]1O)N1C2=NC(=NC(=C2N=C1)NC)C=1C=NC=CC1)C(=O)NC (2s,3s,4r,5r)-3,4-dihydroxy-N-methyl-5-(6-(methylamino)-2-(pyridin-3-yl)-9H-purin-9-yl)tetrahydrofuran-2-carboxamide